O1C(COCC1)=O 1,4-Dioxanon